1-(tert-butoxycarbonyl)piperidin-4-yl-2-(3,5-dichlorophenyl)benzo[d]oxazole-6-carboxylic acid C(C)(C)(C)OC(=O)N1CCC(CC1)C1=CC(=CC2=C1N=C(O2)C2=CC(=CC(=C2)Cl)Cl)C(=O)O